5-(1,4-oxaazepan-4-yl)pyrazolo[1,5-a]pyrimidine-3-carboxamide O1CCN(CCC1)C1=NC=2N(C=C1)N=CC2C(=O)N